C1(CC1)C=1C=CC=2N(C1)C=C(N2)CN2N=NC(=C2)C(=O)NCC2=C(C(=CC=C2C=2N=NNC2)OC)F 1-((6-cyclopropylimidazo[1,2-a]pyridin-2-yl)methyl)-N-(2-fluoro-3-methoxy-6-(1H-1,2,3-triazol-4-yl)benzyl)-1H-1,2,3-triazole-4-carboxamide